(R)-1-(6-(5-(1-(3,5-dichloropyridin-4-yl)ethoxy)-1H-indazol-3-yl)pyridazin-3-yl)-3-ethylazetidin-3-amine ClC=1C=NC=C(C1[C@@H](C)OC=1C=C2C(=NNC2=CC1)C1=CC=C(N=N1)N1CC(C1)(N)CC)Cl